BrC1=CC2=C(N(N=C2C=C1Cl)[C@H]1C=C(C(=O)O)O[C@H]([C@@H]1NC(C(CC)CC)=O)[C@H](O)[C@H](O)CO)C#N 2,6-Anhydro-4-(5-bromo-6-chloro-3-cyano-2H-indazol-2-yl)-5-(2-ethylbutanamido)-3,4,5-trideoxy-D-glycero-D-galacto-non-2-enonic acid